CC(CO)CC(CC=C(C)C)C (Z)-2,4,7-trimethyloct-6-en-1-ol